C(CCCC=CCC=CCC=CCC=CCCCCC)(=O)N 5,8,11,14-eicosatetraenamide